C1(=CC=CC=C1C)C(C)C 6-Cymene